5-(2-chloroethyl)-6-(2-methoxypyridin-3-yl)-1-phenyl-1,5-dihydro-4H-pyrazolo[3,4-d]pyrimidin-4-one ClCCN1C(=NC2=C(C1=O)C=NN2C2=CC=CC=C2)C=2C(=NC=CC2)OC